(S)-2,2-Difluoro-N-(4-(2-((1-(piperidin-4-yl)-1H-pyrazol-4-yl)amino)pyrimidin-4-yl)benzyl)cyclopropane-1-carboxamide FC1([C@@H](C1)C(=O)NCC1=CC=C(C=C1)C1=NC(=NC=C1)NC=1C=NN(C1)C1CCNCC1)F